4,4'-di(undec-10-enoxy)benzil t-butyl-[(1S)-1-(4-bromophenyl)ethyl]carbamate C(C)(C)(C)N(C(O)=O)[C@@H](C)C1=CC=C(C=C1)Br.C(CCCCCCCCC=C)OC1=CC=C(C=C1)C(=O)C(=O)C1=CC=C(C=C1)OCCCCCCCCCC=C